NC1=C(OC2(C(C=C(C(=C2)C(C)(C)C)OC2=C(C=C(C=C2)N)N)C(C)(C)C)O)C=CC(=C1)N 1,4-bis(2,4-diaminophenoxy)-2,5-di-tert-butylphenol